7-Bromo-5-iodo-N,N-dimethylbenzofuran-2-carboxamide BrC1=CC(=CC=2C=C(OC21)C(=O)N(C)C)I